(1S,3S,4S)-N-[(1S)-2-amino-2-oxo-1-[[(3S)-2-oxo-3-piperidyl]methyl]ethyl]-5,5-difluoro-2-azabicyclo[2.2.2]octane-3-carboxamide hydrochloride Cl.NC([C@H](C[C@H]1C(NCCC1)=O)NC(=O)[C@H]1N[C@@H]2CC([C@H]1CC2)(F)F)=O